CC1=NC=CC(=C1C=1C=C2C(=NC1)NC=C2C=2C=CC1=C(N(N=N1)C)C2)C 6-(5-(2,4-dimethylpyridin-3-yl)-1H-pyrrolo[2,3-b]pyridin-3-yl)-1-methyl-1H-benzo[d][1,2,3]triazole